(3-methoxy-2,3,3a,5,6,6a-hexahydrofuro[3,2-b]furan-6-yl) acetate C(C)(=O)OC1COC2C1OCC2OC